N12C[C@H](C(CC1)CC2)NC(=O)C2=C(C=CC(=N2)C=2C(=NC=CC2)OCC)N2[C@H](C[C@H](CC2)OC=2C(=NC(=CC2)C(F)(F)F)C#N)CC N-[(3S)-1-azabicyclo[2.2.2]octan-3-yl]-5-(cis-4-{[2-cyano-6-(trifluoromethyl)pyridin-3-yl]oxy}-2-ethylpiperidin-1-yl)-2'-ethoxy-[2,3'-bipyridine]-6-carboxamide